sulphur, sodium salt [Na].[S]